C(C1=CC=CC=C1)N1C(NN=C1C)=O 4-benzyl-5-methyl-2,4-dihydro-3H-1,2,4-triazol-3-one